C(C)(C)(C)OC(=O)C=1N=NC(=CC1)CBr 6-(Bromomethyl)pyridazine-3-carboxylic acid tert-butyl ester